ethyl 2-(3,4-dichlorophenyl)-1-ethyl-6-[(4-methyltriazol-2-yl)methyl]-4-oxo-pyridine-3-carboxylate ClC=1C=C(C=CC1Cl)C=1N(C(=CC(C1C(=O)OCC)=O)CN1N=CC(=N1)C)CC